C(C)OC(=O)C1=NN(C(=C1)C(=O)OCC)CC(C)=O 1-(2-oxopropyl)-1H-pyrazole-3,5-dicarboxylic acid diethyl ester